COC(CC(=O)C=1SC(=CC1)C=1C2=C(SC1)C=CC=C2)=O 3-(5-(benzo[b]thiophen-3-yl)thiophen-2-yl)-3-oxopropanoic acid methyl ester